(2R,3S)-3-(((R)-tert-butylsulfinyl)amino)-2-fluoro-3-(2-fluoro-5-methylphenyl)propionic acid C(C)(C)(C)[S@@](=O)N[C@H]([C@H](C(=O)O)F)C1=C(C=CC(=C1)C)F